BrC1=CC=C(C=C1)C=1N=C(N(C1)C1=CC(=CC=C1)F)NCC1=CC=C(C=C1)C(F)(F)F 4-(4-bromophenyl)-1-(3-fluorophenyl)-N-(4-(trifluoromethyl)benzyl)-1H-imidazol-2-amine